ClC1=CC=C(S1)C(=O)NC[C@H]1CN(C(O1)=O)C1=CC=C(C=C1)N1C(COCC1)=O (S)-5-chloro-N-{[2-oxo-3-[4-(3-oxomorpholin-4-yl)phenyl]-1,3-oxazolidin-5-yl]methyl}-2-thiophene-carboxamide